C1(CC1)CNS(=O)(=O)NC1=NC=CC(=C1)CN1CCN(CC1)C=1C=CC(=NC1C)C(=O)NC 5-(4-((2-((N-(cyclopropylmethyl)sulfamoyl)amino)pyridin-4-yl)methyl)piperazin-1-yl)-N,6-dimethylpicolinamide